ClC1=CC=2N(C(=C1)C=O)C=NN2 7-chloro-[1,2,4]triazolo[4,3-a]pyridine-5-carbaldehyde